C(C)(C)(C)OC(=O)N1CCN(CC1)CCCN1CC(N(CC1)C1=CC(=CC=C1)C1(CNC2=NC=CC(=C21)Cl)C2CC2)=O (4-{3-[4-(3-{4-chloro-3-cyclopropyl-1H-pyrrolo[2,3-b]pyridin-3-yl}phenyl)-3-oxopiperazin-1-yl]propyl}piperazin-1-yl)carboxylic acid tert-butyl ester